FC1=C(C=C(C=C1C=1C(=NN(C1C)C)C)C=1C(=NC=CC1)S(=O)(=O)N)C1=C2C(=NC=C1)N=CN2 (4-fluoro-3-(1H-imidazo[4,5-b]pyridin-7-yl)-5-(1,3,5-trimethyl-1H-pyrazol-4-yl)phenyl)pyridine-2-sulfonamide